SC1=CC=CC=2CC3=CC=CC=C3C(C12)=O mercaptoanthrone